ClC1=C(NC2=NN3C(C(=N2)NC2CC2)=NC=C3C#N)C=C(C=C1N1CC3(C1)CN(C3)C)C#N 2-[2-Chloro-5-cyano-3-(6-methyl-2,6-diazaspiro[3.3]heptan-2-yl)anilino]-4-(cyclopropylamino)imidazo[2,1-f][1,2,4]triazine-7-carbonitrile